CCCCCCCCCC/C=C/C=C/C=C/C=C/C=C Eicosapentaen